C1=CNC=2N=CC=3C=CC(=CC3C21)C2=CN=C(S2)C#CC2CCN(CC2)C(=O)OC(C)(C)C tert-butyl 4-((5-(3H-pyrrolo[2,3-c]isoquinolin-8-yl)thiazol-2-yl)ethynyl)piperidine-1-carboxylate